C(C)(=O)O[C@@H]1[C@H]([C@H]2O[C@H](OC[C@H]2O[C@H]1C(=O)OC)C1=CC=CC=C1)N1N=NC(=C1)C1=CC(=C(C(=C1)F)Cl)F methyl (2S,4aR,6R,7R,8S,8aR)-7-acetoxy-8-(4-(4-chloro-3,5-difluorophenyl)-1H-1,2,3-triazol-1-yl)-2-phenylhexahydropyrano[3,2-d][1,3]dioxine-6-carboxylate